C(CCCCCCCCCCCCCCCCC)OC1=CC=C(CN2N=NC(=C2)COCCOCCOCCOCCOCCOCCOCCOCCN2CCNCC2)C=C1 4-(1-(1-(4-(octadecyloxy)benzyl)-1H-1,2,3-triazol-4-yl)-2,5,8,11,14,17,20,23-octaoxapentacosan-25-yl)piperazin